C(C)(C)(C)OC(=O)N1[C@H]2CC(C[C@@H]1CC2)(C)O (1R,3R,5S)-3-hydroxy-3-methyl-8-azabicyclo[3.2.1]octane-8-carboxylic acid tert-butyl ester